CC1=CC[C@]2(C[C@@H]([C@]([C@@H]2CC1)(C(C)C)O)O)C The molecule is a sesquiterpenoid that is 1,2,3,3a,4,5,8,8a-octahydroazulene substituted by hydroxy groups, isopropyl and methyl groups at positions 1, 2, 1, 3a and 6 respectively. It is isolated from the culture broth of Gliocladium virens and exhibits antifungal activity. It has a role as a metabolite and an antifungal agent. It is a sesquiterpenoid, a carbobicyclic compound, a secondary alcohol and a tertiary alcohol.